C(C)(C)OC1=NN(C=2C3=C(C(C(C12)=O)=O)C=CC=C3)C3=CC=CC=C3 3-Isopropoxy-1-phenyl-1H-benzo[g]indazol-4,5-dion